C(C)(C)(C)OC(=O)N1CCC(=CC1)C1=NC(=CN=C1)Br.N=1N(N=CC1)C[C@@H]1C[C@H](CN1C#N)NC(=O)C=1OC(=CN1)C1=CC(=CC=C1)C#N N-((3r,5s)-5-((2H-1,2,3-triazol-2-yl)methyl)-1-cyanopyrrolidin-3-yl)-5-(3-cyanophenyl)oxazole-2-carboxamide Tertbutyl-4-(6-bromopyrazin-2-yl)-3,6-dihydropyridin-1(2H)-carboxylate